ICCC(=O)C1=CC(=CC=C1)OC 3-iodo-1-(3-methoxyphenyl)propan-1-one